2-methylpyridinium formate C(=O)[O-].CC1=[NH+]C=CC=C1